C/C(/CC(=O)Cl)=C\C (E)-2-methylbut-2-enecarboxylic chloride